8-chloro-3,4-dimethylpyrido[4',3':4,5]Thieno[2,3-c]Pyridazine ClC1=NC=CC2=C1SC=1N=NC(=C(C12)C)C